C1(=CC=CC=C1)C1=NN=C(O1)CNC1=CC=C(C=C1)OC ((5-phenyl-1,3,4-oxadiazol-2-yl)methyl)4-methoxyaniline